CC1=C(C=C(C=C1C(=O)O)C(=O)O)C1=CC=CC=C1 methyl-3,5-dicarboxyl-1,1'-biphenyl